ClC=1C=C(CCNC2=C3C(=NC4=CC=NC=C24)N2C(=N3)C=NC=C2)C=CC1 N-(3-chlorophenethyl)pyrazino[6',1':2,3]imidazo[4,5-b][1,6]naphthyridin-12-amine